C1(=CC(=CC=C1)CNC(O[C@H]1[C@H](NC[C@@H]1O)CC1=CC=C(C=C1)OC)=O)C1=CC=CC=C1 (2R,3S,4S)-4-hydroxy-2-[(4-methoxyphenyl)methyl]pyrrolidin-3-yl N-{[1,1'-biphenyl]-3-ylmethyl}carbamate